FC(C1=NN=C(S1)C1=CN=C2N1C=C(C=C2N2C[C@@H](CC2)S(=O)(=O)C)S(=O)(=O)NC2(CC2)C)F (R)-3-(5-(difluoromethyl)-1,3,4-thiadiazol-2-yl)-N-(1-methylcyclopropyl)-8-(3-(methylsulfonyl)pyrrolidin-1-yl)imidazo[1,2-a]pyridine-6-sulfonamide